OC1=C(C=CC=C1)C=1C(OC2=CC=C(C=C2C1)Cl)=O 3-(2-hydroxyphenyl)-6-chlorocoumarin